N-((1S,3R)-3-(Dimethylamino)cyclopentyl)-5-(2-methyl-4-phenoxyphenyl)-4-oxo-4,5-dihydro-3H-1-thia-3,5,8-triazaacenaphthylene-2-carboxamide CN([C@H]1C[C@H](CC1)NC(=O)C=1SC=2N=CC=C3N(C(NC1C23)=O)C2=C(C=C(C=C2)OC2=CC=CC=C2)C)C